8-(2-cyclopropylmethoxy-4-trifluoromethylphenoxy)-3-(6-trifluoromethyl-pyridazin-3-yl)-3-aza-bicyclo[3.2.1]octane C1(CC1)COC1=C(OC2C3CN(CC2CC3)C=3N=NC(=CC3)C(F)(F)F)C=CC(=C1)C(F)(F)F